C(C)(=O)O.C(C)OC(=O)COC1=CC=C(C=C1)SC1=C(C(=C(C(=C1SC1=CC=C(O[Na])C=C1)SC1=CC=C(C=C1)OCC(=O)OCC)SC1=CC=C(C=C1)OCC(=O)OCC)SC1=CC=C(C=C1)OCC(=O)OCC)SC1=CC=C(C=C1)OCC(=O)OCC {4-[penta-(4-ethoxycarbonylmethoxy-phenylthio)-phenylthio]-phenoxy}-sodium acetate